3-(cyclopropoxymethyl)pyrazine-2-carboxylic Acid C1(CC1)OCC=1C(=NC=CN1)C(=O)O